C1(=CC(=CC=C1)C(=O)NCCC1=CC(=NO1)C(=O)NO)C1=CC=CC=C1 5-(2-([1,1'-biphenyl]-3-carboxamido)ethyl)-N-hydroxyisoxazole-3-carboxamide